((2S,4S)-2,4-dimethylazetidin-1-yl)((6aR,9S)-7-(3-methoxybenzyl)-4,6,6a,7,8,9-hexahydroindolo[4,3-fg]quinolin-9-yl)methanone C[C@@H]1N([C@H](C1)C)C(=O)[C@@H]1CN([C@@H]2CC=3C4=C(C2=C1)C=CC=C4NC3)CC3=CC(=CC=C3)OC